4-((4-aminophenyl)methyl)-2-methylaniline NC1=CC=C(C=C1)CC1=CC(=C(N)C=C1)C